(1r,2r)-2-(3-chloro-4-methyl-7,8-dihydropyridazino[3,4-e][1,4]thiazepin-9(5H)-yl)cyclohexan-1-ol ClC1=C(C2=C(N(CCSC2)[C@H]2[C@@H](CCCC2)O)N=N1)C